((3R)-1'-(3-iodo-1-(tetrahydro-2H-pyran-2-yl)-1H-pyrazolo[3,4-b]pyrazin-6-yl)-3H-spiro[benzofuran-2,4'-piperidin]-3-yl)carbamic acid tert-butyl ester C(C)(C)(C)OC(N[C@@H]1C2=C(OC13CCN(CC3)C3=CN=C1C(=N3)N(N=C1I)C1OCCCC1)C=CC=C2)=O